2-(6-(4-cyclopropyl-4H-1,2,4-triazol-3-yl)pyridin-2-yl)-3-oxoisoindoline-5-carboxylic acid C1(CC1)N1C(=NN=C1)C1=CC=CC(=N1)N1CC2=CC=C(C=C2C1=O)C(=O)O